Methyl 2-{6-ethenyl-1-ethyl-1H-pyrrolo[2,3-b]pyridin-2-yl}-7-methoxy-1-methyl-1H-1,3-benzodiazole-5-carboxylate C(=C)C1=CC=C2C(=N1)N(C(=C2)C2=NC1=C(N2C)C(=CC(=C1)C(=O)OC)OC)CC